BrC1=CC=2C=3N(C(NC2C(=C1)I)=O)N=C(N3)C3=CC=CC=C3 9-bromo-7-iodo-2-phenyl-[1,2,4]triazolo[1,5-c]quinazolin-5(6H)-one